[4-(Azetidine-1-carbonyl)-azepan-1-yl]-(8-isopropoxy-7-methoxy-1-thiophen-3-yl-1,4-dihydro-chromeno[4,3-c]pyrazol-3-yl)-methanone N1(CCC1)C(=O)C1CCN(CCC1)C(=O)C=1C2=C(N(N1)C1=CSC=C1)C=1C=C(C(=CC1OC2)OC)OC(C)C